bromo-tertiary butane BrC(C)(C)C